N(=O)F NITROSYLFLUORID